NC1=C(C=2NC3=CC=CC=C3C2C=C1)C1=CC=CC=C1 Amino-phenyl-carbazole